C1(=CC=CC=C1)CCC1=CC(=C(C(=C1)OC)OC)OC 1-phenyl-2-(3,4,5-trimethoxyphenyl)ethane